2-[[(1R)-1-(2-Ethylsulfanyl-3,6-dimethyl-4-oxo-chromen-8-yl)ethyl]amino]-5-fluoro-benzonitrile C(C)SC=1OC2=C(C=C(C=C2C(C1C)=O)C)[C@@H](C)NC1=C(C#N)C=C(C=C1)F